5-(benzothien-2-yl)octahydrocyclopenta[c]pyrrole hydrochloride Cl.S1C(=CC2=C1C=CC=C2)C2CC1C(CNC1)C2